FC(S(=O)(=O)C1=CC=C(C=C1)S)(F)F 4-trifluoromethylsulfonyl-phenyl mercaptan